N-(3-chloro-4-fluorophenyl)-5-(1,1-difluoro-2-((2-hydroxyethyl)amino)-2-oxoethyl)-1-methyl-1H-pyrrole-3-carboxamide ClC=1C=C(C=CC1F)NC(=O)C1=CN(C(=C1)C(C(=O)NCCO)(F)F)C